Tert-butyl ((3-(2,4-dioxotetrahydropyrimidin-1(2H)-yl)-2-methylquinolin-7-yl)methyl)carbamate O=C1N(CCC(N1)=O)C=1C(=NC2=CC(=CC=C2C1)CNC(OC(C)(C)C)=O)C